2-cyano-cyclopropane C(#N)C1CC1